methyl-phosphane tertbutyl-9-oxo-3-azaspiro[5.5]undecane-3-carboxylate C(C)(C)(C)OC(=O)N1CCC2(CC1)CCC(CC2)=O.CP